ClC1=CC(=C(C=N1)COC1=CC=CC(=N1)C1=CC(=C(C=C1F)CC=1N(C2=C(N1)C=CC(=C2)C(=O)OC)C[C@H]2OCC2)F)OC Methyl 2-[[4-[6-[(6-chloro-4-methoxy-3-pyridyl)methoxy]-2-pyridyl]-2,5-difluorophenyl]methyl]-3-[[(2S)-oxetan-2-yl]methyl]benzimidazole-5-carboxylate